(2S,4R)-1-[(2S)-2-(4-cyclopropyltriazol-1-yl)-3,3-dimethyl-butanoyl]-4-hydroxy-N-[[2-(3-methylpyrazol-1-yl)phenyl]methyl]pyrrolidine-2-carboxamide C1(CC1)C=1N=NN(C1)[C@H](C(=O)N1[C@@H](C[C@H](C1)O)C(=O)NCC1=C(C=CC=C1)N1N=C(C=C1)C)C(C)(C)C